5-[4-[[4-[(dimethylamino)methyl]-1-piperidinyl]methyl]-2-fluoro-6-hydroxy-phenyl]-1,1-dioxo-1,2,5-thiadiazolidin-3-one CN(C)CC1CCN(CC1)CC1=CC(=C(C(=C1)O)N1CC(NS1(=O)=O)=O)F